C(C(C)C)N1CCC(CC1)CNC1=NC=CC(=C1)C1=CN(C2=CN=CC=C21)C(C)C N-((1-isobutylpiperidin-4-yl)methyl)-4-(1-isopropyl-1H-pyrrolo[2,3-c]pyridin-3-yl)pyridin-2-amine